N-[(7S)-3-ethoxy-1,2-dimethoxy-10-methylsulfanyl-9-oxo-5,6,7,9-tetrahydrobenzo[a]heptalen-7-yl]-N-[(trifluoroacetyl)glycyl]acetamide C(C)OC1=CC2=C(C3=CC=C(C(C=C3[C@H](CC2)N(C(C)=O)C(CNC(C(F)(F)F)=O)=O)=O)SC)C(=C1OC)OC